C1(CCC1)CN1CCC(CC1)C=1C=CC(=NC1)C1=NNC(=C1CC(F)(F)F)C=1C=C(C=2N(C1)N=CN2)OC 6-(3-(5-(1-(cyclobutylmethyl)piperidin-4-yl)pyridin-2-yl)-4-(2,2,2-trifluoroethyl)-1H-pyrazol-5-yl)-8-methoxy-[1,2,4]triazolo[1,5-a]pyridine